7-(3-(2,3-dihydro-1H-pyrrolo[3,2-b]pyridin-1-yl)-7,8-dihydro-1,6-naphthyridin-6(5H)-yl)-8-methyl-4H-pyrimido[1,2-b]pyridazin-4-one N1(CCC2=NC=CC=C21)C=2C=NC=1CCN(CC1C2)C=2C(=CC=1N(N2)C(C=CN1)=O)C